ClC=1C=C(C=CC1NC(C)=O)C1=C(C(=CC=C1)C1=CC(=C(C=C1)NC(C)=O)F)O N,N'-(3-Chloro-3''-fluoro-2'-hydroxy-[1,1':3',1''-terphenyl]-4,4''-diyl)diacetamide